2-hydroxyethyl methacrylate ((2-hydroxyethyl) methacrylate) OCCC=C(C(=O)O)C.C(C(=C)C)(=O)OCCO